ethyl 3-(4-chlorophenyl)-3-fluorocyclobutanecarboxylate ClC1=CC=C(C=C1)C1(CC(C1)C(=O)OCC)F